C1(CC1)[C@H](C)NC1=CC(=NC(=N1)C=1C=NN2C1SC=C2)C(=O)N2CCC(CC2)NC(OC)=O methyl (1-{[6-{[(1S)-1-cyclopropylethyl]amino}-2-(pyrazolo[5,1-b][1,3]thiazol-7-yl)pyrimidin-4-yl]carbonyl}piperidin-4-yl)carbamate